6-[3-chloro-4-(cyclopropylmethoxy)phenyl]-N-[[2-[(1S,4S)-2-oxa-5-azabicyclo[2.2.1]hept-5-yl]-3-pyridinyl]methyl]pyridazine-4-carboxamide ClC=1C=C(C=CC1OCC1CC1)C1=CC(=CN=N1)C(=O)NCC=1C(=NC=CC1)N1[C@@H]2CO[C@H](C1)C2